CC1(OB(OC1(C)C)C=1C=NN2C1C=C(C=C2)C(F)(F)F)C 3-(4,4,5,5-tetramethyl-1,3,2-dioxaborolan-2-yl)-5-(trifluoromethyl)pyrazolo[1,5-a]pyridine